The molecule is a hydride that is the trihydrate of alendronate sodium It has a role as a bone density conservation agent and an EC 2.5.1.1 (dimethylallyltranstransferase) inhibitor. It is an organic sodium salt and a hydrate. It contains an alendronate(1-). C(CC(O)(P(=O)(O)O)P(=O)(O)[O-])CN.O.O.O.[Na+]